1,3,5-triaminohexane NCCC(CC(C)N)N